6-fluoro-N-methyl-5-(piperidin-1-yl)pyridine-2-carboxamide hydrochloride Cl.FC1=C(C=CC(=N1)C(=O)NC)N1CCCCC1